CC=1N=C(SC1C)NC(=O)C1=C(C=CC=C1)NC(CCOCCOCCOCCOCCOCCOCCC(=O)O)=O 22-((2-((4,5-Dimethylthiazol-2-yl)carbamoyl)phenyl)amino)-22-oxo-4,7,10,13,16,19-hexaoxadocosanoic acid